2-((S)-2,6-dioxopiperidin-3-yl)-1-oxoisoindole-5-carboxamide O=C1NC(CC[C@@H]1N1C(C2=CC=C(C=C2C1)C(=O)N)=O)=O